6-(2,6-dichlorophenyl)-2-({4-[4-(dimethylamino)piperidin-1-yl]phenyl}amino)-8-methylpyrido[2,3-d]pyrimidin-5(8H)-one ClC1=C(C(=CC=C1)Cl)C=1C(C2=C(N=C(N=C2)NC2=CC=C(C=C2)N2CCC(CC2)N(C)C)N(C1)C)=O